C1=CC=CC=2C3=CC=CC=C3C(C12)N([C@H](C(=O)O)CCC1=CC=C(C=C1)F)C(=O)OC (2S)-2-(9H-fluoren-9-yl-methoxycarbonyl-amino)-4-(4-fluorophenyl)butanoic acid